C(CC)OS(=O)[O-].[Li+] lithium propylsulfite